BrC1=C(C(=O)O)C=CC(=C1)C=O bromo-4-formylbenzoic acid